1-(3-bromo-2-thienyl)-2-diazo-ethanone BrC1=C(SC=C1)C(C=[N+]=[N-])=O